FC(CN1N=NC(=C1)C(=O)NC(C)C=1SC(=NN1)C1=CC=CC=C1)F 1-(2,2-difluoroethyl)-N-(1-(5-phenyl-1,3,4-thiadiazol-2-yl)ethyl)-1H-1,2,3-triazole-4-carboxamide